O1C(OCC1)(CCO)CCO 2,2'-(1,3-dioxolan-2,2-diyl)diethanol